tri-tertbutyl-phosphorus tetrafluoroborate F[B-](F)(F)F.C(C)(C)(C)[P+](C(C)(C)C)C(C)(C)C